C(C)(=O)C=1N=NC2=C(C1NC1=CC=C(C=C1)C)C=CC=C2 3-acetyl-4-(4-methylanilino)benzopyridazine